NCCNCCCS(=O)(=O)O N-(2-aminoethyl)-3-aminopropanesulphonic acid